C1(CCCCC1)CO[C@@H]([C@@H](C(=O)NC)NC(OC(C)(C)C)=O)C tert-butyl ((2S,3R)-3-(cyclohexylmethoxy)-1-(methylamino)-1-oxobutan-2-yl)carbamate